O(C)C1=C(C=C(C=C1)C)C(=O)C=1SC=CC1 (2-methoxyl-5-methyl-phenyl)(2-thienyl)-methanone